6-Fluoro-N-methyl-7-(1H-pyrazol-4-yl)-N-(2,2,6,6-tetramethylpiperidin-4-yl)-5H-isochromeno[3,4-d]thiazol-2-amine FC1=C(C=CC2=C1COC=1N=C(SC12)N(C1CC(NC(C1)(C)C)(C)C)C)C=1C=NNC1